1-phenyl-5-oxopyrrolidine-3-carboxylic acid C1(=CC=CC=C1)N1CC(CC1=O)C(=O)O